2-(1-(N-((1S,2R)-2-(6-fluoro-2,3-dimethylphenyl)-1-(5-oxo-4,5-dihydro-1,3,4-oxadi-azol-2-yl)propyl)sulfamoyl)-piperidin-2-yl)acetamide FC1=CC=C(C(=C1[C@H]([C@@H](C=1OC(NN1)=O)NS(=O)(=O)N1C(CCCC1)CC(=O)N)C)C)C